Cl.CN(CCCN=C=NCC)C (3-dimethylaminopropyl)-N'-ethylcarbodiimide hydrochloride